(3-chloro-1-cyclopropylmethyl-1H-indazol-5-yl)-methanol ClC1=NN(C2=CC=C(C=C12)CO)CC1CC1